1,2,3,6-tetrahydroxyhexane OCC(C(CCCO)O)O